O1[C@@H](COCC1)COC=1N2CCC3=C(C2=C(C(C1)=O)C)C=CC(=C3)OC3CN(C3)C(=O)OCC ethyl 3-[[4-[[(2S)-1,4-dioxan-2-yl]methoxy]-1-methyl-2-oxo-6,7-dihydrobenzo[a]quinolizin-9-yl]oxy]azetidine-1-carboxylate